4-((6-methoxy-2-oxo-1,2-dihydroquinolin-3-yl)methylene)-2-phenyloxazol-5(4H)-one COC=1C=C2C=C(C(NC2=CC1)=O)C=C1N=C(OC1=O)C1=CC=CC=C1